CC1=C(N)C=C(C(=C1)OC1=NN(C=C1)C1=NC=CC=C1)C 2,5-dimethyl-4-{[1-(pyridin-2-yl)-1H-pyrazol-3-yl]oxy}aniline